6,7-difluoro-1-methyl-[1,2,4]triazolo[4,3-a]quinazolin-5-amine FC1=C2C(=NC=3N(C2=CC=C1F)C(=NN3)C)N